C1(=CC=CC=C1)C(COC)(COC)CC(C)C 2-phenyl-2-isobutyl-1,3-dimethoxypropane